2-methoxy-4-[4-(4-methylpiperazin-1-yl)-1-piperidyl]-5-(1-methylpyrazol-4-yl)aniline COC1=C(N)C=C(C(=C1)N1CCC(CC1)N1CCN(CC1)C)C=1C=NN(C1)C